CC1=CC(=NN1C=1C=C2C=CN(C2=CC1)CC1=CC=C(C=C1)C1=CC=C(C=C1)CN1CCN(CC1)C)C(=O)N 5-Methyl-1-(1-((4'-((4-methylpiperazin-1-yl)methyl)-[1,1'-biphenyl]-4-yl)methyl)-1H-indol-5-yl)-1H-pyrazol-3-carboxamid